N1N=NN=C1C1=C(C=CC=C1)C=1C=C(C2=C([C@H]([C@@H](O2)C(=C)C)C2=CC=CC=C2)C1)NC(=O)NC1=CC=C(C=C1)C |r| (+/-)-1-((trans)-5-(2-(1H-tetrazol-5-yl)phenyl)-3-phenyl-2-(prop-1-en-2-yl)-2,3-dihydrobenzofuran-7-yl)-3-(p-tolyl)urea